C(C1=CC=CC=C1)N([S@@](=O)C(C)(C)C)[C@@H](C)[C@H]1OC=CCC1 (S)-N-Benzyl-N-((S)-1-((S)-3,4-Dihydro-2H-Pyran-2-Yl)Ethyl)-2-Methylpropane-2-Sulfinamide